(3S)-3-[(cyclopropylamino)methyl]-1-[4-(3-fluorophenoxy)-6-(trifluoromethyl)pyrimidin-2-yl]pyrrolidin-3-ol C1(CC1)NC[C@@]1(CN(CC1)C1=NC(=CC(=N1)OC1=CC(=CC=C1)F)C(F)(F)F)O